2-[2-Fluoro-5-(hydroxymethyl)phenyl]-N-[(3S)-2-oxo-5-phenyl-1,3-dihydro-1,4-benzodiazepin-3-yl]pyrazolo[1,5-a]pyrimidine FC1=C(C=C(C=C1)CO)C1N(N2C(N=CC=C2)=C1)[C@H]1C(NC2=C(C(=N1)C1=CC=CC=C1)C=CC=C2)=O